C1(C(CCCC1)C(=O)[O-])C(=O)[O-] cyclohexane-1,2-dicarboxylate